C(C1=CC=CC=C1)C1(C(N(C(C(N1C)=O)=O)C)=O)SSC(C1=CC=CC=C1)(C1=CC=CC=C1)C1=CC=CC=C1 6-benzyl-1,4-dimethyl-6-(trityldisulfaneyl)piperazine-2,3,5-trione